ClC1=CC2=C(C=N1)C(=CN2C2=NC(=NC(=C2)CC)C(C)(F)F)C=O 6-chloro-1-(2-(1,1-difluoroethyl)-6-ethylpyrimidin-4-yl)-1H-pyrrolo[3,2-c]pyridine-3-carbaldehyde